5-fluoro-2-(6-(methyl(2,2,6,6-tetramethylpiperidin-4-yl)amino)pyridazin-3-yl)-4-(1H-pyrazol-4-yl)phenol FC=1C(=CC(=C(C1)O)C=1N=NC(=CC1)N(C1CC(NC(C1)(C)C)(C)C)C)C=1C=NNC1